1-Methyl-5-methyl-4-(1-phenylethoxycarbonylamino)-1H-pyrazol CN1N=CC(=C1C)NC(=O)OC(C)C1=CC=CC=C1